4-(2-chloro-6-fluorophenyl)-1,3-dimethyl-1H-pyrazol-5-amine ClC1=C(C(=CC=C1)F)C=1C(=NN(C1N)C)C